NC=1C2=C(N=CN1)N(C(=C2C2=CC=C(C(=O)NCC1(COC1)F)C=C2)C2=CC=C(C=C2)NC(C(=C)C)=O)C 4-(4-amino-6-(4-methacrylamido-phenyl)-7-methyl-7H-pyrrolo[2,3-d]pyrimidin-5-yl)-N-((3-fluorooxetan-3-yl)methyl)benzamide